CC=1N=C2N(N=C(C=C2C)C2=CC(=C3C=C(N=NC3=C2)C2CCN(CC2)C(=O)OC(C)(C)C)F)C1 tert-Butyl 4-[7-(2,8-dimethylimidazo[1,2-b]pyridazin-6-yl)-5-fluoro-cinnolin-3-yl]piperidine-1-carboxylate